ClC1=C2CCC3(CCC=4C(=NC(=NC4C3)OCC34CCCN4CCC3)N3C[C@@H](NCC3)CC#N)C2=CC=C1 2-((2S)-4-(4-Chloro-2'-((tetrahydro-1H-pyrrolizin-7a(5H)-yl)methoxy)-2,3,5',8'-tetrahydro-6'H-spiro[indene-1,7'-quinazolin]-4'-yl)piperazin-2-yl)acetonitrile